3-[2-oxo-3-(3-oxo-4H-pyrido[3,2-b][1,4]oxazin-6-yl)-1,3-oxazolidin-5-yl]propanal O=C1OC(CN1C=1C=CC=2OCC(NC2N1)=O)CCC=O